(R)-6-(4-(4-(2-(2-Aminopyridin-3-yl)-5-phenyl-3H-imidazo[4,5-b]pyridin-3-yl)benzyl)-2-methylpiperazin-1-yl)pyrimidine-4-carbonitrile NC1=NC=CC=C1C1=NC=2C(=NC(=CC2)C2=CC=CC=C2)N1C1=CC=C(CN2C[C@H](N(CC2)C2=CC(=NC=N2)C#N)C)C=C1